ClC1=CC(=C(C(=O)O)C=C1C(NCC)=O)NCC=1OC=CC1 4-Chloro-5-(ethylcarbamoyl)-2-((furan-2-ylmethyl)amino)benzoic Acid